2-bromo-5-fluoro-4-((1-methylpiperidin-4-yl)oxy)-3-nitropyridine BrC1=NC=C(C(=C1[N+](=O)[O-])OC1CCN(CC1)C)F